OC(C(=O)[O-])C.OC(C(=O)[O-])C.OC(C(=O)[O-])C.[Al+3] aluminum tris(2-hydroxypropionic acid) salt